N1=CC(=CC2=CC=CC=C12)C=1C=C2N(N1)CCC21CN(C1)C(=O)[O-] 2'-(quinolin-3-yl)-5',6'-dihydrospiro[azetidine-3,4'-pyrrolo[1,2-b]pyrazole]-1-carboxylate